NC1=CC=C(C=C1)NC(=O)[C@@H]1CN([C@H](O1)C(F)(F)F)C1=CC(=C(C=C1)C#N)C(F)(F)F (2R,5S)-N-(4-Aminophenyl)-3-(4-cyano-3-(trifluoromethyl)phenyl)-2-(trifluoromethyl)oxazolidin-5-carboxamid